N1(CCCCC1)S(=O)(=O)C=1C=C2C=NNC2=CC1 5-(piperidin-1-ylsulfonyl)-1H-indazole